O=C1NCCCC2=C1C=CC=C2 2,3,4,5-tetrahydro-1-oxo-2-benzazepine